C[C@@]12CCC[C@@](OC1)(O2)C (1R,5S)-1,5-Dimethyl-6,8-dioxabicyclo[3.2.1]octane